1,4-bis-(tert-butylperoxy)diisopropylbenzene C(C)(C)(C)OOC1=C(C(=C(C=C1)OOC(C)(C)C)C(C)C)C(C)C